CN1N=CC(=C1)NC1CC(N(CC1)C(=O)OC(C)(C)C)C(F)(F)F tert-butyl 4-[(1-methylpyrazol-4-yl)amino]-2-(trifluoromethyl)piperidine-1-carboxylate